S(=O)(=O)(C)C1=CC=C(C=C1)C(Cl)(Cl)Cl 4-mesylbenzotrichloride